hydroxyl-adamantanone OC12C(C3CC(CC(C1)C3)C2)=O